ClC1=CC2=C(N=C3N2[C@H]2C4=C(C(N([C@@H]3C2)C)=O)C=CC=C4OC(F)F)C=C1 (7R,14R)-11-chloro-1-(difluoromethoxy)-6-methyl-6,7-dihydro-7,14-methylenebenzo[f]benzo[4,5]imidazo[1,2-a][1,4]diazocine-5(14H)-one